(2R)-N-(3-{2-[(3-methoxy-1-methyl-1H-pyrazol-4-yl)amino]pyrimidin-4-yl}-1H-indol-7-yl)-2-(4-methylpiperazin-1-yl)propanamide hydrochloride naphthalenedisulfonate C=1(C(=CC=C2C=CC=CC12)S(=O)(=O)O)S(=O)(=O)O.Cl.COC1=NN(C=C1NC1=NC=CC(=N1)C1=CNC2=C(C=CC=C12)NC([C@@H](C)N1CCN(CC1)C)=O)C